4-(4-amino-3-methyl-5-(methylamino)phenyl)piperidine-1-carboxylic acid tert-butyl ester C(C)(C)(C)OC(=O)N1CCC(CC1)C1=CC(=C(C(=C1)NC)N)C